1-(2-Cyclopropyl-7-isopropyl-4-oxo-2,4-dihydro-5H-pyrazolo[3,4-d]pyridazin-5-yl)-N-(pyrimidin-2-yl)cyclopropane-1-carboxamide C1(CC1)N1N=C2C(=NN(C(C2=C1)=O)C1(CC1)C(=O)NC1=NC=CC=N1)C(C)C